NC1=CC(=CC2=CC=CC=C12)N 1,3-diaminonaphthalene